(R)-1-((4-bromopyridin-2-yl)oxy)propan-2-ol BrC1=CC(=NC=C1)OC[C@@H](C)O